FC(C=1C(=C(C=CC1)[C@@H](C)NC1=NC=NC2=CC(=C(C=C12)I)OC)F)F N-[(1R)-1-[3-(difluoromethyl)-2-fluoro-phenyl]ethyl]-6-iodo-7-methoxy-quinazolin-4-amine